FC(C[C@H]1N(C(OC1)(C)C)C(=O)OC(C)(C)C)CO tert-butyl (4R)-4-(2-fluoro-3-hydroxypropyl)-2,2-dimethyloxazolidine-3-carboxylate